C1(=CC=CC=C1)C1N(CCOC1)C(=O)OC=1C=C(C2=C(C=C(O2)CN)C1)Cl 4-(2-(aminomethyl)-7-chlorobenzofuran-5-yl) phenylmorpholine-4-carboxylate